BrC=1C=CC(=NC1)N1C[C@@H]2CNC3=NN=C(C=C3N2CC1)C1=C(C=CC=C1)O 2-[(10S)-12-(5-bromo-2-pyridyl)-1,5,6,8,12-pentazatricyclo[8.4.0.02,7]tetradeca-2,4,6-trien-4-yl]phenol